(S)-N-(2-(2-methoxypyrimidin-4-yl)-1H-pyrrolo[3,2-c]pyridin-6-yl)-5-methyl-1-((tetrahydrofuran-3-yl)methyl)-1H-pyrazole-4-carboxamide COC1=NC=CC(=N1)C1=CC=2C=NC(=CC2N1)NC(=O)C=1C=NN(C1C)C[C@H]1COCC1